7-chloro-5-methyl-5,10-dihydro-11H-dibenzo[b,e][1,4]diazepin ClC1=CC2=C(NCC3=C(N2C)C=CC=C3)C=C1